C1(=C2N(C=N1)CCC2)C(C(=O)NC=2SC=CN2)N2C(C1=CC(=CC(=C1C2)F)C2=CC=C(C=C2)OC2CCNCC2)=O 2-(6,7-dihydro-5H-pyrrolo[1,2-c]imidazole-1-yl)-2-[4-fluoro-1-oxo-6-[4-(4-piperidyloxy)phenyl]isoindolin-2-yl]-N-thiazol-2-yl-acetamide